N-(2,6-dimethyl-4-(2-(trifluoromethyl)-6,7-dihydropyrazolo[1,5-a]pyrazin-5(4H)-yl-4,4-d2)phenyl)-3,3-dimethylbutanamide CC1=C(C(=CC(=C1)N1C(C=2N(CC1)N=C(C2)C(F)(F)F)([2H])[2H])C)NC(CC(C)(C)C)=O